CN(C)C(C(=O)C1=CC=C(C=C1)N1CCOCC1)(CC)CC1=CC=CC=C1 (dimethylamino)-1-(4-morpholinophenyl)-2-benzyl-1-butanone